3,3-Dibromo-6-chloro-1,3-dihydropyrrolo[2,3-b]pyridin-2-one BrC1(C(NC2=NC(=CC=C21)Cl)=O)Br